ClC=1C=CC=2C(=C3N(C2C1C=1C(=NN(C1C)C)C)[C@@H](CN(C3=O)C=3C=C(C=1C=CNC1C3)C(=O)O)C)CCCOC3=CC(=C(C(=C3)C)Cl)C (R)-6-(7-chloro-10-(3-(4-chloro-3,5-dimethylphenoxy)propyl)-4-methyl-1-oxo-6-(1,3,5-trimethyl-1H-pyrazol-4-yl)-3,4-dihydropyrazino[1,2-a]indol-2(1H)-yl)-1H-indole-4-carboxylic Acid